ClC=1C(=NC(=NC1)NC1=C(C=C2CCN(CC2=C1)C)OC)C1=CN=CC2=CC=CC=C12 N-(5-chloro-4-(isoquinolin-4-yl)pyrimidin-2-yl)-6-methoxy-2-methyl-1,2,3,4-tetrahydroisoquinolin-7-amine